N12CCN(C(CC1)CC2)C=2C=CC=1C3=C(N(C(C1C2)=O)C2CCC(CC2)=O)N=C(N=C3)NCCCC 8-(1,4-Diazabicyclo[3.2.2]nonan-4-yl)-3-(butylamino)-5-(4-oxocyclohexyl)pyrimido[4,5-c]isoquinolin-6(5H)-one